tert-butyl (2-(3-(((3-fluoropyridin-2-yl)methyl)carbamoyl)-1,2,4-oxadiazol-5-yl)ethyl)carbamate FC=1C(=NC=CC1)CNC(=O)C1=NOC(=N1)CCNC(OC(C)(C)C)=O